N(=C=O)CO[Si](C)(C)C Isocyanato-methyl-dimethylmethoxysilan